2-[(1s,3s)-3-{6-[(1R)-1-amino-2,2,2-trifluoroethyl]pyridin-3-yl}cyclobutyl]-7-methoxy[1,2,4]triazolo[1,5-c]quinazolin-5-amine N[C@@H](C(F)(F)F)C1=CC=C(C=N1)C1CC(C1)C1=NN2C(=NC=3C(=CC=CC3C2=N1)OC)N